C(C)(C)(C)OC(=O)NCCOP1(OCCO1)=O (N-t-butoxycarbonylamino)ethoxy-2-oxo-1,3,2-dioxaphospholane